CN1CCC(CC1)NC1=NC(=C2C(N=C(C=3C=CC=CC23)C2=CC=CC=C2)=N1)N N3-(1-methylpiperidin-4-yl)-6-phenylpyrimido[4,5-c]isoquinoline-1,3-diamine